CC=1C=C(C=C(C1)C)P(=O)(C1=CC(=CC(=C1)C)C)SC(C(=O)OCC)C1=CC=CC=C1 ethyl 2-((bis(3,5-dimethylphenyl) phosphoryl) thio)-2-phenylacetate